tert-Butyl 2-(2-chloro-7-(3,4-dichlorophenylamino)acridin-9-ylamino)ethyl(methyl)carbamate ClC1=CC2=C(C3=CC(=CC=C3N=C2C=C1)NC1=CC(=C(C=C1)Cl)Cl)NCCN(C(OC(C)(C)C)=O)C